1-(7-nitro-1H-indol-5-yl)ethanone [N+](=O)([O-])C=1C=C(C=C2C=CNC12)C(C)=O